(4-(5-((4-amino-2-butoxyimidazo[2,1-f][1,2,4]triazin-7-yl)methyl)-3-methylpyridin-2-yl)piperazin-1-yl)-2-(piperazin-1-yl)ethan-1-one NC1=NC(=NN2C1=NC=C2CC=2C=C(C(=NC2)N2CCN(CC2)C(CN2CCNCC2)=O)C)OCCCC